2-(6-nitro-1H-indazol-1-yl)ethanol tertbutyl-peroxyacetate C(C)(C)(C)CC(=O)OOCCN1N=CC2=CC=C(C=C12)[N+](=O)[O-]